BrC1=CC=C(C(=O)C2=CC=C(C=C2)OC(F)(F)F)C=C1 4-bromo-4'-trifluoromethoxybenzophenone